(Z)-6-((1-acetyl-3-oxoindolin-2-ylidene)methyl)-2-fluoropyridin-3-yl methanesulfonate CS(=O)(=O)OC=1C(=NC(=CC1)\C=C\1/N(C2=CC=CC=C2C1=O)C(C)=O)F